6-(pyridin-3-yl)-N-(4-(pyrrolidin-1-ylmethyl)-pyridin-2-yl)benzo[d]-thiazol-2-amine N1=CC(=CC=C1)C1=CC2=C(N=C(S2)NC2=NC=CC(=C2)CN2CCCC2)C=C1